NC1=C(C(=NN1C(C)C)C1=CC(=C(C=C1)CC(=O)NC1=CC(=NO1)C1CCCCC1)F)C(=O)N 5-Amino-3-(4-(2-((3-cyclohexylisoxazol-5-yl)amino)-2-oxoethyl)-3-fluorophenyl)-1-isopropyl-1H-pyrazole-4-carboxamide